C(C(=C)C)(=O)OCCC[Si](OC)(OC)OC 3-(methacryloyloxy)propyltrimethyl-Oxysilane